2,6-dichloro-5-fluoro-pyridine-3-carbonyl isocyanate ClC1=NC(=C(C=C1C(=O)N=C=O)F)Cl